tert-butyl (1R,5S)-8-thiocarbamoyl-3,8-diazabicyclo[3.2.1]octane-3-carboxylate C(N)(=S)N1[C@H]2CN(C[C@@H]1CC2)C(=O)OC(C)(C)C